4-[6-(4-Aminopiperidin-1-yl)-3-(2-methyl-2H-indazol-6-yl)pyrazin-2-yl]-2-fluorobenzonitril NC1CCN(CC1)C1=CN=C(C(=N1)C1=CC(=C(C#N)C=C1)F)C=1C=CC2=CN(N=C2C1)C